FC(C=1C=C(CN(C(OC(C)(C)C)=O)C2CCC3=CC(=CC=C23)Br)C=C(C1)C(F)(F)F)(F)F tert-butyl (3,5-bis(trifluoromethyl)benzyl)(5-bromo-2,3-dihydro-1H-inden-1-yl)carbamate